ClC1=NN2C(C(=N1)N1[C@@H](CCC1)CO)=CC=C2C(=O)O (S)-2-chloro-4-(2-(hydroxymethyl)pyrrolidin-1-yl)pyrrolo[2,1-f][1,2,4]triazine-7-carboxylic acid